(3S)-3-[5-[4-(2-hydroxyethyl)-1-piperidyl]-3,4-dihydro-2H-quinolin-1-yl]piperidine-2,6-dione OCCC1CCN(CC1)C1=C2CCCN(C2=CC=C1)[C@@H]1C(NC(CC1)=O)=O